(3R,4S)-1-(benzylsulfonyl)-3-((bis(methyl-d3)amino)methyl)-4-(3-methoxyphenyl)piperidin-4-ylbenzoate C(C1=CC=CC=C1)S(=O)(=O)N1C[C@H]([C@@](CC1)(C1=CC(=CC=C1)OC)OC(C1=CC=CC=C1)=O)CN(C([2H])([2H])[2H])C([2H])([2H])[2H]